CC(CCC(=O)C1=C(C(C(=C1O)CC=C(C)C)(O)C(CC=C(C)C)=O)O)C 2-(4-methyl-1-oxopentyl)-5-(4-methyl-1-oxopent-3-enyl)-4-prenylcyclopenta-1,3-diene-1,3,5-triol